C(C)(=O)C=1C=C(C=CC1)C1=CN=C2N1N=C(C=C2)C=2C=C(C(=O)N)C=CC2 3-[3-(3-acetylphenyl)imidazo[1,2-b]pyridazin-6-yl]benzamide